1-[((5S,7S)-2-oxo-3-{[1-(2-pyridinyl)-3-pyrrolidinyl]methyl}-1-oxa-3-azaspiro[4.5]dec-7-yl)methyl]-1H-benzimidazole-6-carbonitrile O=C1O[C@]2(CN1CC1CN(CC1)C1=NC=CC=C1)C[C@H](CCC2)CN2C=NC1=C2C=C(C=C1)C#N